1-methyl-5-(1-(2-methylbiphenyl-3-yl)piperidin-4-ylamino)-4,5,6,7-tetrahydro-1H-indazole-3-carboxylic acid CN1N=C(C=2CC(CCC12)NC1CCN(CC1)C=1C(=C(C=CC1)C1=CC=CC=C1)C)C(=O)O